C1(CC1)C(CC(=O)C1CC1)=O 1,3-dicyclopropyl-1,3-propanedione